C[C@@H]1N(C[C@@H](CC1)NC1=C2C(=NC=C1C=1OC=C(N1)C(NC)=O)N(C=C2)COCC[Si](C)(C)C)C(=O)OCC2=CC=CC=C2 benzyl (2S,5R)-2-methyl-5-({5-[4-(methylcarbamoyl)-1,3-oxazol-2-yl]-1-{[2-(trimethylsilyl) ethoxy]methyl}-1H-pyrrolo[2,3-b]pyridin-4-yl}amino)piperidine-1-carboxylate